OCOS(=O)(=O)CCO hydroxymethylisethionate